COCC1=CN=C(N1)C1=NNC2=CC=C(C=C12)C(=O)O 3-(5-(methoxymethyl)-1H-imidazol-2-yl)-1H-indazole-5-carboxylic acid